N-(1,3-oxazol-2-yl)-5-phenyl-1H-pyrrole-3-sulfonamide O1C(=NC=C1)NS(=O)(=O)C1=CNC(=C1)C1=CC=CC=C1